(6Ar,10aR)-9-methyl-6-methylidene-3-[(E)-oct-1-enyl]-6a,7,8,10a-tetrahydrobenzo[c]chromen-1-ol CC1=C[C@@H]2[C@H](C(OC=3C=C(C=C(C23)O)\C=C\CCCCCC)=C)CC1